4,5-dihydro-1H-benzo[b]azepin-2(3H)-one N1C2=C(CCCC1=O)C=CC=C2